CCCCCCC=CCCCCCCCCCC(=O)OC[C@H](COP(=O)(O)OCC(COP(=O)(O)OC[C@@H](COC(=O)CCCCCCCCCC=CCCCCCC)OC(=O)CCCCCCCCCC=CCCCCCC)O)OC(=O)CCCCCCCCCC=CCCCCCC The molecule is a cardiolipin in which all four of the phosphatidyl acyl groups are specified as octadec-11-enoyl. It has a role as a Mycoplasma genitalium metabolite.